1,3-dibromobenzaldehyde BrC1(C=O)CC(=CC=C1)Br